5-ethynyl-2-((2-methoxyphenyl)amino)-8-phenylpyrido[2,3-d]pyrimidin-7(8H)-one C(#C)C1=CC(N(C=2N=C(N=CC21)NC2=C(C=CC=C2)OC)C2=CC=CC=C2)=O